C(C)(C)(C)OC(=O)N(CC#CC=1N(C2=CC=CC(=C2C1)N[C@@H]1[C@@H](CN(CC1)C(=O)[O-])F)CC(F)(F)F)C1=C(C=C(C=C1)S(=O)(=O)C)OC (3R,4S)-4-((2-(3-((tert-butoxycarbonyl)(2-methoxy-4-(methylsulfonyl)phenyl)amino)prop-1-yn-1-yl)-1-(2,2,2-trifluoroethyl)-1H-indol-4-yl)amino)-3-fluoropiperidine-1-carboxylate